1-methyl-4-((6-(1-methyl-1H-pyrazol-4-yl)pyrazolo[1,5-a]pyrazin-4-yl)oxy)-2-azabicyclo[2.1.1]hexane CC12NCC(C1)(C2)OC=2C=1N(C=C(N2)C=2C=NN(C2)C)N=CC1